FC1=C(C=CC(=C1)I)NC1=C(N=CC=2N1C=NC2)C(=O)NC 5-(2-Fluoro-4-iodophenylamino)-N-methylimidazo[1,5-a]pyrazine-6-carboxamide